BrC=1C=C(C=CC1)C1=CC=NN1 5-(3-bromophenyl)-1H-pyrazole